CC1(OC[C@H](O1)C(=O)O)C (S)-2,2-dimethyl-1,3-dioxolane-4-carboxylic acid